[Ce].[Zn].[Mn] manganese zinc-cerium